6-[2-(2,3-dihydro-benzo[b]thiophen-5-yl)-ethylamino]-pyrimidin S1C2=C(CC1)C=C(C=C2)CCNC2=CC=NC=N2